3-[(3R)-5,5-difluoro-1-(1H-imidazole-1-carbonyl)piperidin-3-yl]-1,3-oxazepan-2-one FC1(C[C@H](CN(C1)C(=O)N1C=NC=C1)N1C(OCCCC1)=O)F